5-{[(4-bromo-3-fluorophenyl)amino]methylidene}-2,2-dimethyl-1,3-dioxane-4,6-dione BrC1=C(C=C(C=C1)NC=C1C(OC(OC1=O)(C)C)=O)F